C1=C(C=CC2=CC=CC=C12)C1=CC=C(C=C1)NC1=CC=CC=C1 {4-(naphthalene-2-yl)phenyl}-phenylamine